C(C)C1=CNC2=NC=C(N=C21)N[C@@H](C)C=2C=C(C=CC2)NC(C2=CN=CC(=C2)C)=O (S)-N-(3-(1-((7-ethyl-5H-pyrrolo[2,3-b]pyrazin-2-yl)amino)ethyl)phenyl)-5-methylnicotinamide